5-Fluoro-N-(5-(4-methylpiperazin-1-yl)pyridin-2-yl)-4-(quinolin-6-yl)pyrimidin-2-amine hydrochloride Cl.FC=1C(=NC(=NC1)NC1=NC=C(C=C1)N1CCN(CC1)C)C=1C=C2C=CC=NC2=CC1